4-bromo-5-iodo-2-(4-methoxybenzyl)-2H-1,2,3-triazole BrC1=NN(N=C1I)CC1=CC=C(C=C1)OC